methylcyclopentadiene manganese [Mn].CC1=CC=CC1